(S)-(4-(7-fluoropyrazolo[1,5-a]pyridin-2-yl)-6,7-dihydro-1H-imidazo[4,5-c]pyridin-5(4H)-yl)(5-(3-fluoropyridin-2-yl)-1,3,4-oxadiazol-2-yl)methanone FC1=CC=CC=2N1N=C(C2)[C@H]2N(CCC1=C2N=CN1)C(=O)C=1OC(=NN1)C1=NC=CC=C1F